methacryloxypropyl-trimethoxysilane tert-butyl-(2-(1H-indol-5-yl)ethyl)carbamate C(C)(C)(C)N(C(O)=O)CCC=1C=C2C=CNC2=CC1.C(C(=C)C)(=O)OCCC[Si](OC)(OC)OC